C(CCCCC(=O)OCC(COC(CCC(CCCCCC)OC(=O)C12CCN(CC1)CC2)=O)(COC(CCCCC(=O)OCC\C=C/CCCCC)=O)COC(CC21CC3CC(CC(C2)C3)C1)=O)(=O)OCC\C=C/CCCCC O6-[2-[[2-(1-adamantyl)acetyl]oxymethyl]-2-[[6-[(Z)-non-3-enoxy]-6-oxo-hexanoyl]oxymethyl]-3-[4-(quinuclidine-4-carbonyloxy)decanoyloxy] propyl] O1-[(Z)-non-3-enyl] hexanedioate